1-benzyl-3-butylimidazole-glutamic acid N[C@@H](CCC(=O)O)C(=O)O.C(C1=CC=CC=C1)N1CN(C=C1)CCCC